BrC1=C(C=C2C(=NC(=NC2=C1F)OC[C@]12CCCN2C[C@@H](C1)F)N1CCN(CC1)C(=O)OC(C)(C)C)Cl tert-butyl 4-(7-bromo-6-chloro-8-fluoro-2-(((2R,7aS)-2-fluorotetrahydro-1H-pyrrolizin-7a(5H)-yl)methoxy)quinazolin-4-yl)piperazine-1-carboxylate